CN(CC(=O)O)C1=NC2=CC=C(C=C2C(=C1)C1=CC=CC=C1)CCCCCCCC 2-[methyl(6-octyl-4-phenylquinolin-2-yl)amino]acetic acid